C(C=CC1=CC=CC=C1)(=O)N[C@@H](CCCCNC(\C(=C\C)\C)=O)C(=O)O N2-cinnamoyl-N6-((E)-2-methylbut-2-enoyl)-L-lysine